2-(2-methylimidazo[1,2-a]pyridin-7-yl)-7-(4-methylpiperazin-1-yl)-4H-pyrido[1,2-a]pyrimidin-4-one CC=1N=C2N(C=CC(=C2)C=2N=C3N(C(C2)=O)C=C(C=C3)N3CCN(CC3)C)C1